6-chloro-3-(2,3-dichlorophenyl)-2,5-dimethylpyrimidin-4(3H)-one ClC1=C(C(N(C(=N1)C)C1=C(C(=CC=C1)Cl)Cl)=O)C